C(C)(C)C1=C(C(=CC(=C1)COC)C(C)C)CC(=O)N[S@](=O)(=N)C1=C(N=C(S1)C(C)(C)O)CO |o1:19| (R)- or (S)-2-(2,6-diisopropyl-4-(methoxymethyl)phenyl)-N-(4-(hydroxymethyl)-2-(2-hydroxypropan-2-yl)thiazol-5-ylsulfonimidoyl)acetamide